C(C)(=O)O.CCCCCCCC Octane acetate